3-isopropylpyrazine-2-amine C(C)(C)C=1C(=NC=CN1)N